1,3'-biazetidin-3-ol N1(CC(C1)O)C1CNC1